O1[C@@H](COCC1)COC=1C(=C2N(CCC3=CC(=CC=C23)CCCCC)C(C1)=O)CC 2-((S)-1-[1,4]dioxan-2-ylmethoxy)-1-ethyl-9-pentyl-6,7-dihydro-pyrido[2,1-a]isoquinolin-4-one